methyl-4-(1-methyl-1H-pyrazol-4-yl)-2,3-dihydrothieno[3,4-b]furan-3-amine CC1C(C=2C(O1)=CSC2C=2C=NN(C2)C)N